NC1=C(C(=NC(=N1)C1=C(C(=C(C=C1)Cl)OC)F)C(=O)O)Cl 6-amino-5-chloro-2-(4-chloro-2-fluoro-3-methoxyphenyl)-pyrimidine-4-carboxylic acid